2-[(2S)-2-methylpiperazin-1-yl]pyrazine C[C@@H]1N(CCNC1)C1=NC=CN=C1